amino alcohol HCl salt Cl.NO